OC=1C=C(C=CC1)C(\C=C\C1=CC=NN1)=O (E)-1-(3-hydroxyphenyl)-3-(1H-pyrazol-5-yl)prop-2-en-1-one